N[C@H]1CN(CCC1)C=1N(C(N(C(C1)=O)CC#N)=O)CC#CC (R)-2-(4-(3-aminopiperidin-1-yl)-3-(but-2-yn-1-yl)-2,6-dioxo-3,6-dihydropyrimidin-1(2H)-yl)acetonitrile